ClC1=C(C2=C(CNCCO2)C=N1)C#N 8-Chloro-2,3,4,5-tetrahydropyrido[3,4-f][1,4]oxazepine-9-Formonitrile